N1C(=CC2=CC=CC=C12)CC(=O)N[C@@H](CC(N)=O)C(=O)O indoleacetyl-asparagine